N-(4-Ethylphenyl)-N'-1H-indol-3-yl-urea C(C)C1=CC=C(C=C1)NC(=O)NC1=CNC2=CC=CC=C12